C(C)(C)NC(NC1=C(C=CC(=C1)C=1SC=CC1)NC(OC(C)(C)C)=O)=O tert-butyl (2-(3-isopropylureido)-4-(thiophen-2-yl)phenyl)carbamate